C(C)O[Si](CCCSSSSCCC[Si](OCC)(OCC)OCC)(OCC)OCC bis[3-(triethoxysilyl)propyl]tetrasulfide